copper hydrochloric acid copper chloride [Cu](Cl)Cl.Cl.[Cu]